2-methyl-6,7-dihydrooxazolo[5,4-d]pyrrolo[1,2-a]pyrimidin-9(5H)-one CC=1OC=2N=C3N(C(C2N1)=O)CCC3